C1(=CC=CC=C1)S(=O)(=O)N1C=C(C=2C1=NC=CC2)C=O 1-(phenylsulfonyl)-1H-pyrrolo[2,3-b]pyridine-3-carbaldehyde